(R)-1-(4-(5-bromopyridin-3-yl)phenyl)-4-methylpyrrolidin-2-one BrC=1C=C(C=NC1)C1=CC=C(C=C1)N1C(C[C@H](C1)C)=O